diethynyl allylphosphonate C(C=C)P(OC#C)(OC#C)=O